N,N-dimethylaminopropyl acrylate C(C=C)(=O)OCCCN(C)C